N-pentyl-1H-imidazol-2-amine C(CCCC)NC=1NC=CN1